5-[3-(1H-1,3-benzodiazol-5-yl)-1,2,4-oxadiazol-5-yl]-2-[(2,2,2-trifluoroethyl)amino]benzonitrile N1C=NC2=C1C=CC(=C2)C2=NOC(=N2)C=2C=CC(=C(C#N)C2)NCC(F)(F)F